3-hydroxy-5-methylisooxazole OC1=NOC(=C1)C